5-(trifluoromethyl)pyrrolidin-2-one FC(C1CCC(N1)=O)(F)F